C(C)C1=C(C=C(C=C1)C(CCC(C)C)O)OC 1-(4-ethyl-3-methoxyphenyl)-4-methylpentan-1-ol